(S)-(5-((6,6-dimethylpiperidin-3-yl)amino)-3-Isopropylpyrazolo[1,5-a]pyrimidin-7-yl)(3-nitrophenyl)carbamic acid tert-butyl ester C(C)(C)(C)OC(N(C1=CC(=CC=C1)[N+](=O)[O-])C1=CC(=NC=2N1N=CC2C(C)C)N[C@@H]2CNC(CC2)(C)C)=O